C1=C(O[C@@H]([C@@H]([C@H]1O)O)O)C(=O)O The molecule is a hexuronic acid that is 3,4-dihydro-2H-pyran-6-carboxylic acid substituted by a hydroxy group at each of the positions 2, 3, and 4 (the 2S,3R,4S-diastereoisomer). It is a conjugate acid of a 4-deoxy-beta-L-threo-hex-4-enopyranuronate.